ClC=1C(=NC=CC1)/C=C/S(=O)(C1=CC(=CC=C1)OC)=N (E)-(2-(3-chloropyridin-2-yl)vinyl)(imino)(3-methoxyphenyl)-λ6-sulfanone